9,10-bis[4-(2,2-Diphenylethenyl)phenyl]anthracene C1(=CC=CC=C1)C(=CC1=CC=C(C=C1)C=1C2=CC=CC=C2C(=C2C=CC=CC12)C1=CC=C(C=C1)C=C(C1=CC=CC=C1)C1=CC=CC=C1)C1=CC=CC=C1